6-chloro-1,2,3,4-tetrahydronaphthalene-1-aldehyde ClC=1C=C2CCCC(C2=CC1)C=O